erbium fluorine tellurate [Te](=O)(=O)([O-])[O-].[F].[Er+3].[Te](=O)(=O)([O-])[O-].[Te](=O)(=O)([O-])[O-].[Er+3]